4-bromo-7-(methylsulfanyl)-1H-indazole BrC1=C2C=NNC2=C(C=C1)SC